dipentadecyl 2,3-bis(((3-(4-methylpiperazin-1-yl)propyl)carbamoyl)oxy)-succinate CN1CCN(CC1)CCCNC(=O)OC(C(=O)OCCCCCCCCCCCCCCC)C(C(=O)OCCCCCCCCCCCCCCC)OC(NCCCN1CCN(CC1)C)=O